2-methyl-1-[4-(methylthio)phenyl]-2-morphoLinopropan-1-one CC(C(=O)C1=CC=C(C=C1)SC)(C)N1CCOCC1